ClC=1C=C(C=CC1)C1=NN=C(O1)C(=O)C1CCNCC1 (5-(3-chlorophenyl)-1,3,4-oxadiazol-2-yl)(piperidin-4-yl)methanone